4-(1-(2-(3-bromopropylidene)cyclopentyl)propan-2-yl)-1-methylcyclohex-1-ene Magnesium [Mg].BrCCC=C1C(CCC1)CC(C)C1CC=C(CC1)C